(R)-N-((R)-1-(4-chloro-5-methylpyridin-2-yl)ethyl)-2-methylpropan-2-sulfinamide ClC1=CC(=NC=C1C)[C@@H](C)N[S@](=O)C(C)(C)C